C(C)OC1=CC(=NC=C1C#N)[C@H](C)N1C(C2=CC(=CC(=C2CC1)C=1C(=NC(=CC1)F)C)CCN(C)CCOC)=O (S)-4-ethoxy-6-(1-(5-(6-fluoro-2-methylpyridin-3-yl)-7-(2-((2-methoxyethyl)(methyl)amino)ethyl)-1-oxo-3,4-dihydroisoquinolin-2(1H)-yl)ethyl)nicotinonitrile